O1CCN(CC1)C1=CC=C(C=C1)C1=CC=C(C=C1)C(C)(C)NC(OC1CN2CCC1CC2)=O Quinuclidin-3-yl (2-(4'-morpholino-[1,1'-biphenyl]-4-yl)propan-2-yl)carbamate